N(=NC(=O)OC(C)(C)C)C(=O)OC(C)(C)C di-tertiary butyl azo-dicarboxylate